ClC(=O)OC methyl chloroformate